C(C)OC(C(CN(C1CCC1)C1=NC(=NC=C1[N+](=O)[O-])Cl)(F)F)=O 3-((2-chloro-5-nitropyrimidin-4-yl)(cyclobutyl)amino)-2,2-difluoropropionic acid ethyl ester